3-[(2-hydroxyethyl)phenylamino]propionitrile OCCN(CCC#N)C1=CC=CC=C1